O=C1CN(CCC1)C(=O)OC(C)(C)C tert-Butyl 3-oxopiperidine-1-carboxylate